2-{2-[4-(4-pyridin-4-yl-2H-pyrazol-3-yl)-phenyl]-ethyl}-quinoline N1=CC=C(C=C1)C1=C(NN=C1)C1=CC=C(C=C1)CCC1=NC2=CC=CC=C2C=C1